silver-niobium [Nb].[Ag]